CN(C1=CC=C(C=N1)N1C2=C(N=C(C1=O)C1=CC3=CN(N=C3C=C1)C)C=CC(=N2)OCC(F)(F)F)C 4-(6-(dimethylamino)pyridin-3-yl)-2-(2-methyl-2H-indazol-5-yl)-6-(2,2,2-trifluoroethoxy)pyrido[2,3-b]pyrazin-3(4H)-one